NC1=C2C(=NC=N1)N(N=C2C(=O)NC2=CC=C(C=C2)COC)C2CC(CC2)C 4-amino-N-(4-(methoxymethyl)phenyl)-1-(3-methylcyclopentyl)-1H-pyrazolo[3,4-d]pyrimidine-3-carboxamide